ethyl 1-(6-(azetidin-1-yl)-4-methylpyridin-3-yl)-6,7-dichloro-4-oxo-1,4-dihydro-1,8-naphthyridine-3-carboxylate N1(CCC1)C1=CC(=C(C=N1)N1C=C(C(C2=CC(=C(N=C12)Cl)Cl)=O)C(=O)OCC)C